tert-butyl(4-methyl-2-nitrophenyl)carbamate C(C)(C)(C)OC(NC1=C(C=C(C=C1)C)[N+](=O)[O-])=O